2-methyl-guanine CC1(NC(C2=NC=NC2=N1)=O)N